N=1C=CN2C1C=CC(=C2)C2=CNC1=NC(=CC=C12)NC(=O)C1CC1 N-(3-(imidazo[1,2-a]pyridin-6-yl)-1H-pyrrolo[2,3-b]pyridin-6-yl)cyclopropanecarboxamide